FC(C1OC1)(F)F 2-trifluoromethyl-oxirane